ClC1=CC=C(C(=N1)NC(=O)C1N(C2CC2C1)C(=O)OCCCC)C butyl 3-((6-chloro-3-methylpyridin-2-yl)carbamoyl)-2-azabicyclo[3.1.0]hexane-2-carboxylate